2-[2-(4-methoxy-phenyl)-vinyl]-4,6-bis-trichloromethyl-[1,3,5]triazine COC1=CC=C(C=C1)C=CC1=NC(=NC(=N1)C(Cl)(Cl)Cl)C(Cl)(Cl)Cl